ClC1=C(C=CC=C1)C1=C(C2=C(N=C(N=C2)NC2=CC(=C(C=C2)N2CCN(CC2)C)C)N(C1=O)C1CCC(CC1)NC(CC)=O)C N-((1R,4R)-4-(6-(2-chlorophenyl)-5-methyl-2-((3-methyl-4-(4-methylpiperazin-1-yl)phenyl)amino)-7-oxopyrido[2,3-d]pyrimidin-8(7H)-yl)cyclohexyl)propanamide